COC=1C=C(C=CC1OC)C=1NC2=CC=C(C=C2C1CC)C(=O)NCCC1N(CCC1)C 2-(3,4-dimethoxyphenyl)-3-ethyl-N-(2-(1-methylpyrrolidin-2-yl)ethyl)-1H-indole-5-carboxamide